2-[(2E)-2-(aminomethyl)-3-fluoroprop-2-en-1-yl]-4-({5-[1-(1-methylpiperidin-4-yl)-1H-pyrazol-4-yl]thiophen-2-yl}methyl)-2,4-dihydro-3H-1,2,4-triazol-3-one NC/C(/CN1N=CN(C1=O)CC=1SC(=CC1)C=1C=NN(C1)C1CCN(CC1)C)=C\F